N[C@H](CC1=C(C=2N=C(N=C(C2S1)NCC=1SC(=CC1)F)Cl)C)C 6-[(2S)-2-aminopropyl]-2-chloro-N-[(5-fluorothiophen-2-yl)methyl]-7-methylthieno[3,2-d]pyrimidin-4-amine